FC1=CC(=C(OC2=C(OCC(=O)OCC#N)C=CC=C2)C=C1N1C(N(C(=CC1=O)C(F)(F)F)C)=O)[N+](=O)[O-] Cyanomethyl (2-{4-fluoro-5-[3-methyl-2,6-dioxo-4-(trifluoromethyl)-3,6-dihydropyrimidin-1(2H)-yl]-2-nitrophenoxy}phenoxy)acetate